5-(2-(imidazo[1,2-a]pyridin-7-yl)pyridin-3-yl)oxazole N=1C=CN2C1C=C(C=C2)C2=NC=CC=C2C2=CN=CO2